7-methyl-2,3-dihydrobenzo[f][1,4]oxazepine CC=1C=CC2=C(C=NCCO2)C1